N-((adamantan-2-yl)carbamoyl)-6,7-dihydro-5H-pyrazolo[5,1-b][1,3]oxazine-3-sulfonamide C12C(C3CC(CC(C1)C3)C2)NC(=O)NS(=O)(=O)C=2C=NN3C2OCCC3